N-[(3,5-dichloro-4-pyridyl)methyl]-6-(3,5-difluoroanilino)-3-methoxy-pyridine-2-carboxamide ClC=1C=NC=C(C1CNC(=O)C1=NC(=CC=C1OC)NC1=CC(=CC(=C1)F)F)Cl